(S)-N-(5-(2-(2-aminopyridin-3-yl)-5-(3-chloro-1H-pyrazol-1-yl)-3H-imidazo[4,5-b]pyridin-3-yl)-2,3-dihydro-1H-inden-1-yl)-3-formyl-4-hydroxybenzamide NC1=NC=CC=C1C1=NC=2C(=NC(=CC2)N2N=C(C=C2)Cl)N1C=1C=C2CC[C@@H](C2=CC1)NC(C1=CC(=C(C=C1)O)C=O)=O